silver-indium oxide [O-2].[In+3].[Ag+].[O-2]